C1(CCCC1)[C@H](CC(=O)N[C@@H](COC(F)F)C1=CC(=CC=C1)OC(F)F)O (S)-3-cyclopentyl-N-((R)-2-(difluoromethoxy)-1-(3-(difluoromethoxy)phenyl)ethyl)-3-hydroxypropanamide